3-amino-6-(7-chloro-1H-indazol-5-yl)-N-(cyclohexylmethyl)-5-phenylpyrazine NC=1CN(C(=C(N1)C1=CC=CC=C1)C=1C=C2C=NNC2=C(C1)Cl)CC1CCCCC1